5-ethynyl-8-phenyl-2-((4-(piperazin-1-yl)phenyl)amino)pyrido[2,3-d]pyrimidin-7(8H)-one C(#C)C1=CC(N(C=2N=C(N=CC21)NC2=CC=C(C=C2)N2CCNCC2)C2=CC=CC=C2)=O